FC1=CC=CC(=N1)C(C)NCCC1=NC=C(C=C1)C(F)(F)F 1-(6-Fluoropyridin-2-yl)-N-((5-(trifluoromethyl)pyridin-2-ylmethyl)methyl)ethan-1-amine